FC1=C(CN2C=NN(C2=O)C2=CC=C(OC=3SC(=CN3)C#N)C=C2)C(=CC=C1)F 2-(4-(4-(2,6-difluorobenzyl)-5-oxo-4,5-dihydro-1H-1,2,4-triazol-1-yl)phenoxy)thiazole-5-carbonitrile